ethyl 6-(3,4-difluorobenzyl)-2-methyl-5-oxo-5,6-dihydro-1,6-naphthyridine-3-carboxylate FC=1C=C(CN2C(C=3C=C(C(=NC3C=C2)C)C(=O)OCC)=O)C=CC1F